N[C@@H](CC1=CC=C(C=C1)O)C(=O)O exo-L-tyrosine